F[C@@H](C(=O)NC=1C=C2C(=NC=NC2=CC1OC)C=1C(=NN(C1)C)C1=CC=CC=C1)C (R)-2-fluoro-N-(7-methoxy-4-(1-methyl-3-phenyl-1H-pyrazol-4-yl)quinazolin-6-yl)propionamide